(5S,7R)-2-bromo-5-(3,4-difluorophenyl)-6,7-dihydro-5H-pyrrolo[1,2-b][1,2,4]triazol-7-ol BrC=1N=C2N(N1)[C@@H](C[C@H]2O)C2=CC(=C(C=C2)F)F